3,5-bis(fluoromethyl)-4-[({[(5-fluoro-2-oxo-1,3-dioxan-4-yl)methyl]oxy}(oxy)-λ4-thio)oxy]-2λ6-1,2-oxathiolan-2,2-dione FCC1S(OC(C1O[SH2]OOCC1OC(OCC1F)=O)CF)(=O)=O